(2S,4r)-N-[(1r,3S)-3-(cyanomethyl)cyclopentyl]-1-[(2S)-2-(4-cyclopropyl-triazol-1-yl)-3,3-dimethyl-butyryl]-4-hydroxy-pyrrolidine-2-carboxamide C(#N)C[C@@H]1C[C@@H](CC1)NC(=O)[C@H]1N(C[C@@H](C1)O)C([C@H](C(C)(C)C)N1N=NC(=C1)C1CC1)=O